FC(C1=C(OC2CN(C2)C(=O)OC(C)(C)C)C=CC=C1)(F)F tert-butyl 3-(2-(trifluoromethyl)phenoxy)azetidine-1-carboxylate